C1(CC1)C=1C=C(C=O)C=CC1 3-CYCLOPROPYLBENZALDEHYDE